3-(methacryloxypropyl)propenyl-trimethoxysilane C(C(=C)C)(=O)OCCCCC=C[Si](OC)(OC)OC